kalium selenite [Se](=O)([O-])[O-].[K+].[K+]